CN1C(=CC=2C=NC(=CC21)NC2CCOCC2)C2=NC=NC(=C2)NCC(F)(F)F 1-methyl-N-(tetrahydro-2H-pyran-4-yl)-2-(6-(2,2,2-trifluoroethylamino)pyrimidin-4-yl)-1H-pyrrolo[3,2-c]pyridin-6-amine